OCCCN1C(C2=CC=CC=3C2=C(C1=O)C=CC3NCCCO)=O 2-(3-hydroxypropyl)-6-[(3-hydroxylpropyl)amino]-1H-benz[de]isoquinoline-1,3(2H)-dione